6-[(4-dimethylphosphorylphenyl)methyl]-2-azaspiro[3.3]heptane CP(=O)(C)C1=CC=C(C=C1)CC1CC2(CNC2)C1